C(C)(C)C1=CC=C2C(=CNC2=C1)S(=O)(=O)Cl 6-isopropyl-1H-indole-3-sulfonyl chloride